2'-bromo-4',5'-dichloro-4-(3-chloroanilino)spiro[cyclohexane-1,1'-indene]-4-carboxylic acid BrC=1C2(C3=CC=C(C(=C3C1)Cl)Cl)CCC(CC2)(C(=O)O)NC2=CC(=CC=C2)Cl